BrC=1C(=C(N)C=C(C1)F)OC 3-Bromo-5-fluoro-2-methoxyaniline